C1(CC1)CCCNC(=O)C=1C(=NC(=CC1C)N1CCOCC1)SCC N-(3-Cyclopropyl-propyl)-2-ethylsulfanyl-4-methyl-6-morpholin-4-yl-pyridine-3-carboxylic acid amide